ClC1=C(C(=O)NC(C(=O)O)CCCCCCCC2NC3=C(OC2)C=CC=N3)C(=CC=C1)Cl 2-(2,6-dichlorobenzamido)-9-(3,4-dihydro-2H-pyrido[3,2-b][1,4]oxazin-3-yl)nonanoic acid